C(C)OC(=O)C=1N=CC=2CN(CCC2C1)C1=CC(=NC(=C1)N1CC(CC1)OC)F 7-(2-fluoro-6-(3-methoxypyrrolidin-1-yl)pyridin-4-yl)-5,6,7,8-tetrahydro-2,7-naphthyridine-3-carboxylic acid ethyl ester